N-[6-(difluoromethyl)-2-pyridyl]-2-[1-[2-[4-[4-(2,6-dioxo-3-piperidyl)phenyl]-1-piperidyl]acetyl]-4-piperidyl]-7-isopropoxy-imidazo[1,2-a]pyridine-6-carboxamide FC(C1=CC=CC(=N1)NC(=O)C=1C(=CC=2N(C1)C=C(N2)C2CCN(CC2)C(CN2CCC(CC2)C2=CC=C(C=C2)C2C(NC(CC2)=O)=O)=O)OC(C)C)F